4-(3-(3-amino-4-fluorophenyl)ureido)-N-(7-(hydroxyamino)-7-oxoheptyl)benzamide NC=1C=C(C=CC1F)NC(NC1=CC=C(C(=O)NCCCCCCC(=O)NO)C=C1)=O